L-4-vinylbenzeneboronic acid C(=C)C1=CC=C(C=C1)B(O)O